CN(C=S)C N,N-dimethyl-thioformamide